5-[4-amino-5-(trifluoromethyl)pyrrolo[2,1-f][1,2,4]triazin-7-yl]-4-fluoro-N-[(3R,4S)-4-fluoro-1-[3-(trifluoromethyl)pyridine-2-carbonyl]pyrrolidin-3-yl]-2-methylbenzamide NC1=NC=NN2C1=C(C=C2C=2C(=CC(=C(C(=O)N[C@@H]1CN(C[C@@H]1F)C(=O)C1=NC=CC=C1C(F)(F)F)C2)C)F)C(F)(F)F